benzocyclodecane-7-ene C1=CC=CC2=C1CCCCC=CCC2